3-(5-(1-aminoethyl)-6-oxo-1,6-dihydropyridin-3-yl)-4,4-difluoropiperidin NC(C)C1=CC(=CNC1=O)C1CNCCC1(F)F